C12(CC3CC(CC(C1)C3)C2)NCC2=C(C3=C(C=CC(=NO3)O)C=C2)O 8-(((adamantan-1-yl)amino)methyl)-3,9-dihydroxybenzo[5,6]oxazepin